tert-butyl (S)-2-methyl-4-(1-((1-methyl-1H-benzo[d]imidazol-4-yl)carbamoyl)-2,3-dihydro-1H-pyrrolo[2,3-b]pyridin-4-yl)piperazine-1-carboxylate C[C@@H]1N(CCN(C1)C1=C2C(=NC=C1)N(CC2)C(NC2=CC=CC=1N(C=NC12)C)=O)C(=O)OC(C)(C)C